(5Z)-8-iodo-5-octenylacetate ICC\C=C/CCCCCC(=O)[O-]